6-[(6-aminopyrimidin-4-yl)amino]-8-methyl-spiro[2H-imidazo[1,5-a]-pyridine-3,1'-cyclopentane]-1,5-dione hydrochloride Cl.NC1=CC(=NC=N1)NC1=CC(=C2N(C1=O)C1(CCCC1)NC2=O)C